5-(2-((2-(benzyloxy)cyclobutyl)amino)ethoxy)-7-chloro-8-fluoro-2-(methylthio)pyrido[4,3-d]pyrimidin-4(3H)-one C(C1=CC=CC=C1)OC1C(CC1)NCCOC1=NC(=C(C=2N=C(NC(C21)=O)SC)F)Cl